1-methyl-3-[3-(triethylsiloxy)propyl]imidazolyl chloride CN1C(N(C=C1)CCCO[Si](CC)(CC)CC)Cl